(3S,3aS,7aS)-4-(3-fluorophenyl)-3-(2-(2-(2-methoxyethoxy)ethoxy)ethyl)-1-(4-(piperidin-1-yl)pyridin-2-yl)octahydro-1H-pyrrolo[3,2-b]pyridine FC=1C=C(C=CC1)N1[C@@H]2[C@H](CCC1)N(C[C@@H]2CCOCCOCCOC)C2=NC=CC(=C2)N2CCCCC2